1-(2-(azidomethyl)-5-fluoro-2-(hydroxymethyl)-2,3-dihydrobenzofuran-7-yl)ethan-1-one N(=[N+]=[N-])CC1(OC2=C(C1)C=C(C=C2C(C)=O)F)CO